ClC1=NN(C2=NC(=NC=C21)Cl)CCCOC2=NN(C=C2[N+](=O)[O-])C=2C(=NC(=CC2)C)C 3,6-dichloro-1-(3-((1-(2,6-dimethylpyridin-3-yl)-4-nitro-1H-pyrazol-3-yl)oxy)propyl)-1H-pyrazolo[3,4-d]pyrimidine